FC1(CC(C1)NC1CCC(CC1)N(C1=C2CN(C(C2=CC=C1)=O)C1C(NC(CC1)=O)=O)CCC1(CC1)C(F)(F)F)F 3-(4-(((1s,4s)-4-((3,3-difluorocyclobutyl)amino)cyclohexyl)(2-(1-(trifluoromethyl)cyclopropyl)ethyl)amino)-1-oxoisoindolin-2-yl)piperidine-2,6-dione